(N-methyl-3-aminopropyl)trimethoxysilane CNCCC[Si](OC)(OC)OC